N(=[N+]=[N-])CC1=CC=C(C=C1)O 4-(azidomethyl)phenol